2-[[1-(3-chloro-5-fluoro-2-pyridyl)cyclopropanecarbonyl]amino]-4-[[3-fluoro-2-methoxy-propyl]-[4-(5,6,7,8-tetrahydro-1,8-naphthyridin-2-yl)butyl]amino]butanoic acid ClC=1C(=NC=C(C1)F)C1(CC1)C(=O)NC(C(=O)O)CCN(CCCCC1=NC=2NCCCC2C=C1)CC(CF)OC